N-(3-((5-Chloropyrazolo[1,5-a]pyrimidin-7-yl)amino)phenyl)acrylamide ClC1=NC=2N(C(=C1)NC=1C=C(C=CC1)NC(C=C)=O)N=CC2